stearyl-sulfosuccinamic acid disodium salt [Na+].[Na+].C(CCCCCCCCCCCCCCCCC)C(C(=O)[O-])(CC(=O)N)S(=O)(=O)[O-]